(2Z,5Z)-5-[3-chloro-4-[(2R)-2,3-dihydroxypropoxy]benzylidene]-3-(2-methylphenyl)-2-(propylimino)-1,3-thiazolidin-4-one ClC=1C=C(\C=C/2\C(N(/C(/S2)=N/CCC)C2=C(C=CC=C2)C)=O)C=CC1OC[C@@H](CO)O